C(C)(C)NC(O[C@H]1C[C@H](CC1)C1=CC(=NN1)NC1=C2CCCS(C2=CC=C1)(=O)=O)=O (1R,3S)-3-(3-((1,1-dioxidothiochroman-5-yl)amino)-1H-pyrazol-5-yl)cyclopentyl isopropylcarbamate